COC(=O)C=1C=2N(C=C(C1)CNCC(C)C)C(=CN2)F 3-fluoro-6-((isobutylamino)methyl)imidazo[1,2-a]pyridine-8-carboxylic acid methyl ester